3-amino-6-chloro-5-((4-chlorobenzyl)amino)-N-(4-(methyl(6-phenylhexyl)amino)butyl)pyrazine-2-carboxamide NC=1C(=NC(=C(N1)NCC1=CC=C(C=C1)Cl)Cl)C(=O)NCCCCN(CCCCCCC1=CC=CC=C1)C